tert-butyl 2-((2-(2,6-diazaspiro[3.3]heptan-2-yl)pyrimidin-5-yl)oxy)acetate C1N(CC12CNC2)C2=NC=C(C=N2)OCC(=O)OC(C)(C)C